(4-((4-(2-(4-chlorophenyl)-1-hydroxypropan-2-yl)oxazol-2-yl)carbamoyl)-3,5-difluorophenyl)piperazine-1-carboxylic acid tert-butyl ester C(C)(C)(C)OC(=O)N1C(CNCC1)C1=CC(=C(C(=C1)F)C(NC=1OC=C(N1)C(CO)(C)C1=CC=C(C=C1)Cl)=O)F